O(C1=CC=CC=C1)C1=CC2=C(NC(=N2)NC2=CNC3=CC=C(C=C23)C(=O)NC2=CC=CC=C2)C=C1 3-[(5-phenoxy-1H-benzo[d]imidazol-2-yl)amino]-N-phenyl-1H-indole-5-carboxamide